2-[2-(5-chloro-thiophen-2-yl)-5,6-difluoro-benzimidazol-1-yl]-2,N-dicyclohexyl-acetamide ClC1=CC=C(S1)C1=NC2=C(N1C(C(=O)NC1CCCCC1)C1CCCCC1)C=C(C(=C2)F)F